racemic-2-acetoxypropionyl chloride C(C)(=O)O[C@@H](C(=O)Cl)C |r|